2-(2-methoxyethoxy)-6-morpholino-N-(3-phenylpropyl)-1H-benzo[d]Imidazole-1-carboxamide COCCOC1=NC2=C(N1C(=O)NCCCC1=CC=CC=C1)C=C(C=C2)N2CCOCC2